COCCC(=O)NC1=CC=C(C=C1)C1=CC=CC=2N1N=CC2C(=O)N2CCCCC2 3-Methoxy-N-(4-(3-(piperidine-1-carbonyl)pyrazolo[1,5-a]Pyridin-7-yl)phenyl)propanamide